FC=1C(=CC2=CN(N=C2C1)C)CN1N=NC=2C1=NC(=CN2)C2=CC=C(C=C2)P(C)(C)=O (4-(1-((6-Fluoro-2-methyl-2H-indazol-5-yl)methyl)-1H-[1,2,3]triazolo[4,5-b]pyrazin-6-yl)phenyl)dimethyl-phosphine oxide